1-(6-aminopyridin-3-yl)-6-chloro-7-(5,7-dihydro-6H-pyrrolo[3,4-b]pyridin-6-yl)-4-oxo-1,4-dihydro-1,8-naphthyridine-3-carboxylic acid NC1=CC=C(C=N1)N1C=C(C(C2=CC(=C(N=C12)N1CC2=NC=CC=C2C1)Cl)=O)C(=O)O